(5'-(PROP-1-YN-1-YL)-[3,3'-BIPYRIDIN]-5-YL)BORONIC ACID C(#CC)C=1C=C(C=NC1)C=1C=NC=C(C1)B(O)O